C(C)N1C(C2=CC(=C(C=C2C(=C1)F)C=1N=NC(=CN1)N([C@@H]1[C@@H](C2CC[C@@H](C1)N2C(=O)OC(C)(C)C)F)C)OC)=O tert-butyl (2S,3S,5S)-3-{[3-(2-ethyl-4-fluoro-7-methoxy-1-oxoisoquinolin-6-yl)-1,2,4-triazin-6-yl] (methyl)amino}-2-fluoro-8-azabicyclo[3.2.1]octane-8-carboxylate